FC=1C=C2CCCC(C2=CC1)=NNS(=O)(=O)C1=CC=C(C)C=C1 N'-(6-fluoro-1,2,3,4-tetrahydronaphthalen-1-ylidene)-4-toluenesulfonyl-hydrazine